5-acetyl-3-isopropyl-1,1,2,6-tetramethylindane C(C)(=O)C=1C=C2C(C(C(C2=CC1C)(C)C)C)C(C)C